CN1N=NN=C1NC(C1=C(N=C(C=C1)C(F)(F)F)COCC1=NN(C(=N1)C(F)(F)F)C)=O N-(1-methyl-1H-tetrazol-5-yl)-2-(((1-methyl-5-(trifluoromethyl)-1H-1,2,4-triazol-3-yl)methoxy)methyl)-6-(trifluoromethyl)nicotinamide